FC(C1=CC=C(C=C1)[C@@H](C)N)(F)F (1R)-1-[4-(trifluoromethyl)phenyl]ethylamine